tert-Butyl 4-[(6-methylpyridin-3-yl)methyl]piperazine-1-carboxylate CC1=CC=C(C=N1)CN1CCN(CC1)C(=O)OC(C)(C)C